(1-(4-cyanophenyl)-1H-pyrazol-3-yl)piperazine-1-carboxylic acid tert-butyl ester C(C)(C)(C)OC(=O)N1C(CNCC1)C1=NN(C=C1)C1=CC=C(C=C1)C#N